Calcium ammonium phosphat P(=O)([O-])([O-])[O-].[NH4+].[Ca+2]